FC(C1=CC=C(OC2=NC3=CC=CC=C3C=C2)C=C1)(F)F (4-(trifluoromethyl)phenoxy)quinoline